CC1=C(C(=O)C(=O)C(C2=C(C=C(C=C2)C)C)=O)C=CC(=C1)C 2,4-dimethylbenzoyl ketone